FC1=CC(=CC=2NC(OC21)=O)NC2=NC(=NC=C2C)NC2=CC(=CC(=C2)C(F)(F)F)OC 7-fluoro-5-(2-(3-methoxy-5-(trifluoromethyl)phenylamino)-5-methylpyrimidin-4-ylamino)benzo[d]oxazol-2(3H)-one